C(C)SC=1C=C(C=NC1C1=NC2=C(C=NC(=C2)C(F)(F)F)N1C)C(C#N)(C)C 2-[5-ethylsulfanyl-6-[3-methyl-6-(trifluoromethyl)imidazo[4,5-c]pyridin-2-yl]-3-pyridyl]-2-methyl-propanenitrile